N-(1-oxidotetrahydro-2H-1λ6-thiopyran-1-ylidene)-3-(5-(trifluoromethyl)-1,2,4-oxadiazol-3-yl)benzamide O=S1(CCCCC1)=NC(C1=CC(=CC=C1)C1=NOC(=N1)C(F)(F)F)=O